ClC(C)C1=CC=C(C=C1)C1CC1 1-(1-chloroethyl)-4-cyclopropylbenzene